N-(4-{2-[3-(hydroxymethyl)azetidinyl]-2-oxoethyl}phenyl){[(4-methoxyphenyl)methyl]amino}carboxamide OCC1CN(C1)C(CC1=CC=C(C=C1)NC(=O)NCC1=CC=C(C=C1)OC)=O